C(#N)[C@H]1N(CSC1)C(CNC(=O)C1=CC=NC2=CC=C(C=C12)N1[C@@H](COC[C@H]1C)C)=O N-(2-((R)-4-Cyanothiazolidin-3-yl)-2-oxoethyl)-6-((3R,5R)-3,5-dimethylmorpholino)-quinoline-4-carboxamide